ClC=1C=C2C=NC(=NC2=CC1N1C(CC1)C)NC=1C=NN(C1)C1CCN(CC1)C1(COC1)C 6-chloro-7-(2-methylazetidin-1-yl)-N-{1-[1-(3-methyloxetan-3-yl)piperidin-4-yl]-1H-pyrazol-4-yl}quinazolin-2-amine